4-methylene-1-propan-2-ylbicyclo[3.1.0]hexane C=C1CCC2(CC12)C(C)C